5-[2-(2,4-dimethylphenylamino)-1-hydroxyethyl]-1,3-oxazol-2(3H)-thione CC1=C(C=CC(=C1)C)NCC(O)C1=CNC(O1)=S